C(/C1=CC=CC=C1)=C/1\CN\C(\CN1)=C/C=1N=CNC1C(C)(C)C (3Z,6Z)-3-benzylidene-6-[(5-tert-butyl-1H-imidazole-4-yl)methylene]piperazine